7-(4-cyclopropyl-1H-imidazol-1-yl)-5-fluoro-2-(6-(4-isopropyl-4H-1,2,4-triazol-3-yl)pyridin-2-yl)-3,4-dihydroisoquinolin-1(2H)-one C1(CC1)C=1N=CN(C1)C1=CC(=C2CCN(C(C2=C1)=O)C1=NC(=CC=C1)C1=NN=CN1C(C)C)F